5-(difluoromethyl)-1-methyl-1H-1,2,3-triazole FC(C1=CN=NN1C)F